P(=O)([O-])([O-])[O-].[Zn+2].[Zn+2] Zinc-Zinc Phosphate